ClCCCCCCCCC(=O)NCCCC[C@H](N)C(=O)O N6-(9-chlorononanoyl)-L-lysine